BrC1=CC=C2C=CC=C3C4=CC=CC5=CC=CC(C1=C23)=C45 1-bromoperylene